C[C@@H]1CN(C[C@@H](N1)C)C1=CC=CC(=N1)CNC=1C2=C(N=CC1)NC=C2C2=CC(=NC=C2)NC N-((6-((3R,5S)-3,5-dimethylpiperazin-1-yl)pyridin-2-yl)methyl)-3-(2-(methylamino)pyridin-4-yl)-1H-pyrrolo[2,3-b]pyridin-4-amine